5-((dimethylamino)methyl)-7-nitro-4-(trifluoromethyl)quinolin-8-ol CN(C)CC1=C2C(=CC=NC2=C(C(=C1)[N+](=O)[O-])O)C(F)(F)F